4-(methyl-sulfanyl)phenol CSC1=CC=C(C=C1)O